[2-[[5-(4-fluorophenyl)-6-isopropyl-1H-pyrazolo[4,3-g]isoquinolin-8-yl]oxy]-5-oxo-6-azaspiro[3.4]oct-6-yl]propionic acid FC1=CC=C(C=C1)C1=C(N=C(C2=CC3=C(C=C12)C=NN3)OC3CC1(C3)C(N(CC1)C(C(=O)O)C)=O)C(C)C